FC(C=1C=C(C(=O)OCCC)C=CC1)(F)F propyl m-trifluoromethylbenzoate